C(#N)C1=NC=C(C(=C1)C1=CC=2N(C=C1)N=C(C2)NC(=O)C2CC2)OC[C@H]2CN(CC2)C2CC2 N-[5-[2-cyano-5-[[(3R)-1-cyclopropylpyrrolidin-3-yl]methoxy]-4-pyridyl]pyrazolo[1,5-a]pyridin-2-yl]cyclopropanecarboxamide